FC1=CC=C(C=C1)C(CN1CCN(CC1)C(=O)C1=NNC(=C1)[N+](=O)[O-])=O 1-(4-Fluoro-phenyl)-2-[4-(5-nitro-1H-pyrazole-3-carbonyl)-piperazin-1-yl]-ethanone